5-chloro-3-(6-(3,3,5,5-tetramethylpiperazin-1-yl)pyridin-2-yl)pyrazolo[1,5-a]pyridine ClC1=CC=2N(C=C1)N=CC2C2=NC(=CC=C2)N2CC(NC(C2)(C)C)(C)C